Tert-Butyl (2-aminoethyl)carbamate NCCNC(OC(C)(C)C)=O